CC1(OC2=C(C(=N1)N1C=NC3=C1C=CC=C3C=C)C=CC=C2C)C 2,2,8-trimethyl-4-(4-vinyl-1H-benzo[d]imidazol-1-yl)-2H-benzo[e][1,3]oxazine